NC1=NNC(=N1)NC(C)=O 3-amino-5-acetamido-1H-1,2,4-triazole